O=C1CN(CCN1)C(=O)[O-] 3-oxo-piperazine-1-carboxylate